(Z)-1-(3-(5-methyl-2-(2,2,2-trifluoroethoxy)phenyl)-4-oxothiazolidin-2-ylidene)-3-(4-(1-(4-(trifluoromethoxy)phenyl)-1H-1,2,4-triazol-3-yl)-2-(trifluoromethyl)phenyl)urea CC=1C=CC(=C(C1)N1/C(/SCC1=O)=N/C(=O)NC1=C(C=C(C=C1)C1=NN(C=N1)C1=CC=C(C=C1)OC(F)(F)F)C(F)(F)F)OCC(F)(F)F